C(C1=CC=CC=C1)OCCOCC(=O)O 2-(2-(benzyloxy)ethoxy)acetic acid